FC(C1=CC=C(C=C1)N1C=2N(CC3(CN(CC3)C(C=C)=O)C1)N=CC2)(F)F 1-(4-(4-(trifluoromethyl)phenyl)-4,5-dihydro-7H-spiro[pyrazolo[1,5-a]pyrimidine-6,3'-pyrrolidin]-1'-yl)prop-2-en-1-one